Methyl (2Z,4E)-2-cyano-5-(dimethylamino)-3-ethoxypenta-2,4-dienoate C(#N)/C(/C(=O)OC)=C(\C=C\N(C)C)/OCC